2-(2-methyl-5-((2-methylbenzyl)thio)-1H-pyrrol-1-yl)pyridine CC=1N(C(=CC1)SCC1=C(C=CC=C1)C)C1=NC=CC=C1